Aluminium sulphide [S-2].[Al+3].[S-2].[S-2].[Al+3]